C1(CCC2=CC=CC=C12)C(=O)C1CCC2=CC=CC=C12 (2,3-dihydro-1H-inden-1-yl) ketone